C(C)OC(CCCCCCCCCCCC)=O.CC1=NC=C(C=C1)C=1NC=CC1 2-methyl-5-(pyrrol-2-yl)pyridine Ethyl-tridecanoate